[PH3+][2H] phosphonium-d